ethyl (2S)-2-(tert-butoxycarbonylamino)-3,3-dicyclopropyl-propanoate C(C)(C)(C)OC(=O)N[C@H](C(=O)OCC)C(C1CC1)C1CC1